8-bromo-4-methyl-3,5-dihydro-1H-1,4-benzodiazepin-2-one BrC1=CC2=C(CN(CC(N2)=O)C)C=C1